CC(CC(=O)OC[C@H]1O[C@]([C@@H]([C@@H]1O)O)(C1=CC=C2C(=NC=NN21)NC(CCCC)=O)C#N)C ((2R,3S,4R,5R)-5-cyano-3,4-dihydroxy-5-(4-pentanamidopyrrolo[2,1-f][1,2,4]triazin-7-yl)tetrahydrofuran-2-yl)methyl 3-methylbutanoate